ClC1=NN(C=C1C1=NC=CC(=N1)NC=1N=CC2=C(C=C(C(=C2C1)C(C)C)F)N1[C@@H]([C@H](C1)N(S(=O)(=O)C)C)C)C N-((2R,3S)-1-(3-((2-(3-chloro-1-methyl-1H-pyrazol-4-yl)pyrimidin-4-yl)amino)-6-fluoro-5-isopropylisoquinolin-8-yl)-2-methylazetidin-3-yl)-N-methyl-methanesulfonamide